C(C)N1CCN(CC1)C=1C=CC(=C(C1)O)[N+](=O)[O-] 5-(4-ethylpiperazin-1-yl)-2-nitrophenol